4-benzylthio-6-nitro-1-((2-(trimethylsilyl)ethoxy)methyl)-benzimidazole-2-carbonitrile C(C1=CC=CC=C1)SC1=CC(=CC=2N(C(=NC21)C#N)COCC[Si](C)(C)C)[N+](=O)[O-]